[Na].FC(C1=NC=CC=C1S)(F)F 2-(Trifluoromethyl)pyridine-3-thiol sodium salt